tert-butyl (2S,4R)-4-[tert-butyl(dimethyl)silyl]oxy-2-[1-[[2-[(4-methyl-1,3-thiazol-5-yl)methoxy]phenyl]methyl]imidazol-2-yl]pyrrolidine-1-carboxylate [Si](C)(C)(C(C)(C)C)O[C@@H]1C[C@H](N(C1)C(=O)OC(C)(C)C)C=1N(C=CN1)CC1=C(C=CC=C1)OCC1=C(N=CS1)C